The molecule is a cineole in which the 1,8-cineole skeleton is substituted at C-2 with a hydroxy group oriented endo (R configuration). C[C@@]12CC[C@@H](C[C@H]1O)C(O2)(C)C